CC1=NN(C=2N=C(NC(C21)=O)[C@@H]2CN(C[C@H]2C)CC=2C=NC=CC2)C2CCOCC2 3-methyl-6-[(3S,4S)-4-methyl-1-(pyridin-3-ylmethyl)pyrrolidin-3-yl]-1-(tetrahydro-2H-pyran-4-yl)-1,5-dihydro-4H-pyrazolo[3,4-d]pyrimidin-4-one